3-[5-(1-aminoisoquinolin-3-yl)-1-oxo-2,3-dihydro-1H-isoindol-2-yl]piperidine-2,6-dione NC1=NC(=CC2=CC=CC=C12)C=1C=C2CN(C(C2=CC1)=O)C1C(NC(CC1)=O)=O